C12CC(CC2CC(C1)=O)=O bicyclo[3.3.0]octane-3,7-dione